ClC=1C=C(C=C2C(=C(C=NC12)C#N)NCC(C)(C)C)N[C@H](C=1N=NN(C1)C1(CC1)C(F)(F)F)C=1C=CC=C2C=CN=CC12 (S)-8-chloro-6-((isoquinolin-8-yl(1-(1-(trifluoromethyl)cyclopropyl)-1H-1,2,3-triazol-4-yl)methyl)amino)-4-(neopentylamino)quinoline-3-carbonitrile